4'-(tert-butyl)-2-isocyano-1,1'-biphenyl C(C)(C)(C)C1=CC=C(C=C1)C1=C(C=CC=C1)[N+]#[C-]